Cl.FC1=C(C(=CC=C1)F)C1=CC(=C(N=N1)C(=O)N)NC1=NC=C(C=C1F)N1CCN(CC1)C 6-(2,6-difluorophenyl)-4-((3-fluoro-5-(4-Methylpiperazin-1-yl)pyridin-2-yl)amino)pyridazine-3-carboxamide hydrochloride